4-(azetidin-1-yl)-7-chloro-1-phenyl-quinazolin-2(1H)-one N1(CCC1)C1=NC(N(C2=CC(=CC=C12)Cl)C1=CC=CC=C1)=O